(Sa)-6-(4-Chloro-1-(4-(3,3-difluoropyrrolidin-1-yl)benzyl)-1H-indazol-7-carboxamido)spiro[3.3]heptan ClC1=C2C=NN(C2=C(C=C1)C(=O)NC1CC2(CCC2)C1)CC1=CC=C(C=C1)N1CC(CC1)(F)F